FC=1C=C(C=CC1)CNC(=O)C=1C(=NC2=CC(=CC=C2C1C)C(F)(F)F)OCC(F)(F)F N-[(3-fluorophenyl)-methyl]-4-methyl-2-(2,2,2-trifluoro-ethoxy)-7-(trifluoromethyl)-quinoline-3-carboxylic acid amide